C[S+](C1=C(C=CC=C1)C(C)=O)C dimethyl-(o-acetylphenyl)sulfonium